cobalt 2-mercaptobenzothiazole salt SC=1SC2=C(N1)C=CC=C2.[Co]